N1CC(C1)C1=NOC(=N1)C(N1C[C@@H](N(C[C@H]1C)C1=CC(N(C=2C=CC(=NC12)C#N)C)=O)C)C1=CC=C(C=C1)F 8-((2S,5R)-4-((3-(azetidin-3-yl)-1,2,4-oxadiazol-5-yl)(4-fluorophenyl)methyl)-2,5-dimethylpiperazin-1-yl)-5-methyl-6-oxo-5,6-dihydro-1,5-naphthyridine-2-carbonitrile